bis(8-oxo-8-((2-propylnonyl)oxy)octyl) 2-hydroxysuccinate OC(C(=O)OCCCCCCCC(OCC(CCCCCCC)CCC)=O)CC(=O)OCCCCCCCC(OCC(CCCCCCC)CCC)=O